FC(C(C(F)(F)F)(C(F)(F)F)OC1CC(NC(C1)(CC)CC)(CC)CC)(F)F 4-((1,1,1,3,3,3-Hexafluoro-2-(trifluoromethyl)propan-2-yl)oxy)-2,2,6,6-tetraethylpiperidine